(5-(4,4,5,5-tetramethyl-1,3,2-dioxaborolan-2-yl)pyridin-2-yl)methylpiperazine CC1(OB(OC1(C)C)C=1C=CC(=NC1)CN1CCNCC1)C